bis(2-naphthyl)(4-difluoromethyl-quinolin-2-yl)phosphorus oxide C1=C(C=CC2=CC=CC=C12)P(C1=NC2=CC=CC=C2C(=C1)C(F)F)(C1=CC2=CC=CC=C2C=C1)=O